C(CC#C)N1CCCC2=CC=CC=C12 1-(but-3-yn-1-yl)-1,2,3,4-tetrahydroquinolin